gamma-cadinene CC1=C[C@@H]2[C@@H](CC1)C(=C)CC[C@H]2C(C)C